FC1=C(C=C(C=C1)C1=CSC2=C1C(N(C=C2)CC(N2CC1(COC1)C2)=O)=O)C(F)(F)F 3-(4-fluoro-3-(trifluoromethyl)phenyl)-5-(2-oxo-2-(2-oxa-6-azaspiro[3.3]heptan-6-yl)ethyl)thieno[3,2-c]pyridin-4(5H)-one